ClC=1C=C(C=CC1)N1C=C(C2=C1N=CN=C2N2[C@H](CN(CC2)C(=O)OC(C)(C)C)C)N2[C@H](CCC2)CO tert-butyl (S)-4-(7-(3-chlorophenyl)-5-((R)-2-(hydroxymethyl)pyrrolidin-1-yl)-7H-pyrrolo[2,3-d]pyrimidin-4-yl)-3-methylpiperazine-1-carboxylate